C(#N)N1C[C@H](CC1)C(=O)NC=1SC(=CN1)N1CCCCC1 (S)-1-cyano-N-(5-(piperidin-1-yl)thiazol-2-yl)pyrrolidine-3-carboxamide